C(=C/C)/C1=C(C=CC(=C1)OC)O (Z)-2-(prop-1-en-1-yl)-4-methoxyphenol